(R)-2'-chloro-N-(5-((6,6-dimethyl-1,4-dioxan-2-yl)methoxy)-1,3,4-thiadiazol-2-yl)-5'-methoxy-6-methyl-(4,4'-bipyridine)-3-carboxamide ClC1=NC=C(C(=C1)C1=C(C=NC(=C1)C)C(=O)NC=1SC(=NN1)OC[C@@H]1OC(COC1)(C)C)OC